CC1(C2=CC=CC=C2CC=2C=CC=CC12)C 9,9-dimethyl-Anthracene